3-Fluoro-4-{9-[methyl-(7H-pyrrolo[2,3-d]pyrimidin-4-yl)-amino]-3-aza-spiro[5.5]undecane-3-carbonyl}-benzonitrile FC=1C=C(C#N)C=CC1C(=O)N1CCC2(CC1)CCC(CC2)N(C=2C1=C(N=CN2)NC=C1)C